N1=C(N=CC=C1)N1CCC(CC1)CC(=O)N1CCC2(C(C2)CNC(=O)C2=CC=3C(=CN=CC3)O2)CC1 N-[[6-[2-(1-pyrimidin-2-yl-4-piperidyl)acetyl]-6-azaspiro[2.5]octan-2-yl]methyl]furo[2,3-c]pyridine-2-carboxamide